C(C1=CC=CC=C1)N1C[C@H](CC1)N (S)-1-benzyl-pyrrolidin-3-amine